(3R)-N-t-butoxycarbonyl-3-amino-4-(2,4,5-trifluorophenyl)butyric acid methyl ester COC(C[C@@H](CC1=C(C=C(C(=C1)F)F)F)NC(=O)OC(C)(C)C)=O